8-((1-(dimethylamino)-1-(4-(phenylsulfonyl)phenyl)propan-2-yl)amino)-6-methylpyrido[2,3-d]pyridazin-5(6H)-one CN(C(C(C)NC1=NN(C(C2=C1N=CC=C2)=O)C)C2=CC=C(C=C2)S(=O)(=O)C2=CC=CC=C2)C